4aH-4,12-methanobenzofuro[3,2-e]isoquinoline C1=CN=C2C3C=CC=C4C13C1=C(O4)C=CC=C1C2